NC=1C=C(C=CC1F)C(O)C1=NC=CC=C1 (3-amino-4-fluorophenyl)(pyridin-2-yl)methanol